ClC=1C=C(C=CC1C=1C(=NC=CC1)C1(CC1)C#N)[C@H](CO)N(C(=O)NC=1N=C(SC1)C#C)C (R)-1-(1-(3-chloro-4-(2-(1-cyanocyclopropyl)pyridin-3-yl)phenyl)-2-hydroxy-ethyl)-3-(2-ethynylthiazol-4-yl)-1-methylurea